FC1=C(C=CC=C1)N1C(N(C(=C1)C1=CC=CC=C1)CC1=CC=C(C=C1)C(F)(F)F)=S (2-fluorophenyl)-4-phenyl-3-(4-(trifluoromethyl)benzyl)-1,3-dihydro-2H-imidazole-2-thione